FC1(CC=C(CC1)C1=C(C=C(C=N1)N)F)F 6-(4,4-difluorocyclohex-1-en-1-yl)-5-fluoropyridin-3-amine